Cl.ClC=1SC2=C(N1)CCC2NC 2-chloro-N-methyl-5,6-dihydro-4H-cyclopenta[d]thiazol-6-amine hydrochloride